2,3-dihydroxy-1-(4-hydroxy-3,5-dimethoxyphenyl)-1-propanone OC(C(=O)C1=CC(=C(C(=C1)OC)O)OC)CO